Isopropyl((((1R,2R,3S,4R)-4-(4-amino-2-oxo-1,3,5-triazin-1(2H)-yl)-2,3-dihydroxy-cyclopentyl)methoxy)(phenoxy)phosphoryl)-L-alaninate C(C)(C)N([C@@H](C)C(=O)[O-])P(=O)(OC1=CC=CC=C1)OC[C@@H]1[C@H]([C@H]([C@@H](C1)N1C(N=C(N=C1)N)=O)O)O